Cl.FC1=CC=C(C=C1)C=1N=C(SC1C#N)N(C1=CNC(C2=CC=C(C=C12)N1CCNCC1)=O)C 4-(4-fluorophenyl)-2-(methyl-(1-oxo-6-(piperazin-1-yl)-1,2-dihydroisoquinolin-4-yl)amino)thiazole-5-carbonitrile hydrochloride